2-((4-(2-(4-cyanobenzofuran-7-yl)-2-methylbenzo[d][1,3]dioxolan-4-yl)piperidin-1-yl)methyl)-1-(((S)-oxetan-2-yl)methyl)-1H-benzo[d]imidazole-6-carboxylic acid C(#N)C1=CC=C(C2=C1C=CO2)C2(OC1=C(O2)C=CC=C1C1CCN(CC1)CC1=NC2=C(N1C[C@H]1OCC1)C=C(C=C2)C(=O)O)C